[2H]C([2H])(C(=O)O)C([2H])([2H])C([2H])(C(=O)O)N glutamic acid-d5